C(C=C)(=O)N1C[C@@H]2C3=C(N(N=C3CC1)C1=CC=C(C=C1)C1CC1)CCN2C(=O)C2=CC=C(C=1NC=NC12)C#N |o1:6| (S or R)-4-(7-acryloyl-2-(4-cyclopropylphenyl)-3,4,5,5a,6,7,8,9-octahydro-2H-1,2,5,7-tetraazabenzo[cd]azulene-5-carbonyl)-1H-benzo[d]imidazole-7-carbonitrile